2,5-bis(4-diethylaminobenzal)cyclohexanone C(C)N(C1=CC=C(C=C2C(CC(CC2)=CC2=CC=C(C=C2)N(CC)CC)=O)C=C1)CC